3-((3,4-dichlorophenyl)sulfonamido)-N-(1-methyl-1H-pyrazol-3-yl)benzamide ClC=1C=C(C=CC1Cl)S(=O)(=O)NC=1C=C(C(=O)NC2=NN(C=C2)C)C=CC1